2-[(2E)-2-(aminomethyl)-3-fluoroprop-2-en-1-yl]-4-{[5-(1,3-dihydro-2-benzofuran-5-yl)thiophen-2-yl]methyl}-2,4-dihydro-3H-1,2,4-triazol-3-one NC/C(/CN1N=CN(C1=O)CC=1SC(=CC1)C1=CC2=C(COC2)C=C1)=C\F